S1C(=NC=C1)[C@](N)(C)C(=O)O 2-thiazolylalanine